CC1=C([C@]2(CCC(=O)C([C@@H]2C[C@H]1O)(C)C)C)CC[C@H]3C(=C)CC[C@@H]4[C@@]3(CCC(=O)C4(C)C)C The molecule is a triterpenoid of the class of onoceranoid-type terpenoids isolated from the twigs of Lansium domesticum. It has a role as a metabolite, an antibacterial agent and a plant metabolite. It is a cyclic terpene ketone, a secondary alcohol, a triterpenoid and a member of octahydronaphthalenes.